C(C)(C)C1=NC2=C(C=C(C=C2C=C1)OC)C(=O)N isopropyl-6-methoxyquinoline-8-carboxamide